3-(4-Cyclopropyl-6-methoxypyrimidin-5-yl)-1-(difluoromethyl)-5-(5-(1-methyl-4-(trifluoromethyl)-1H-imidazol-2-yl)pyridin-2-yl)-4,5,6,7-tetrahydro-1H-pyrazolo[4,3-c]pyridine C1(CC1)C1=NC=NC(=C1C1=NN(C2=C1CN(CC2)C2=NC=C(C=C2)C=2N(C=C(N2)C(F)(F)F)C)C(F)F)OC